N1=CC=C2C1=CC=N2 trans-pyrrolopyrrole